CC1=C(C=C(C(=C1)NC1=CC=CC=C1)C)N=CN(C)CC N'-[2,5-dimethyl-4-(phenylamino)phenyl]-N-ethyl-N-methylimidoformamide